2-(difluoromethyl)-3-methoxy-N-methyl-2H-indazole-6-carboxamide FC(N1N=C2C=C(C=CC2=C1OC)C(=O)NC)F